C(C)(C)(C)OC(=O)N1CC(CC1)COC1=CC2=CC=CC=C2C=C1C(CC#N)=O 3-((3-(2-cyanoacetyl)naphthalen-2-yloxy)methyl)pyrrolidine-1-carboxylic acid tert-butyl ester